C(C)OC(C)OCC1C(C(C1)=O)(C)C 3-(1-ethoxyethoxy)methyl-2,2-dimethylcyclobutanone